CC(C=O)(C)N1CC2OC(C1)C2 2-methyl-2-(6-oxa-3-azabicyclo[3.1.1]hept-3-yl)propanal